6-((1S,4S)-2,5-diazabicyclo[2.2.1]heptan-2-yl)-N-(4-chloro-2-fluoro-5-methoxyphenyl)pyrido[3,2-d]pyrimidin-4-amine [C@@H]12N(C[C@@H](NC1)C2)C=2C=CC=1N=CN=C(C1N2)NC2=C(C=C(C(=C2)OC)Cl)F